gamma-Isocyanatopropyltrimethoxysilan N(=C=O)CCC[Si](OC)(OC)OC